ClC=1C=C2C(=CC(N(C2=NC1C1=C(C=CC=C1)F)C1=C(C=CC=C1)C(C)C)=O)O 6-Chloro-7-(2-fluorophenyl)-4-hydroxy-1-(2-isopropylphenyl)-1,8-naphthyridin-2(1H)-one